ClC1=C(C=CC=C1)CC(=O)NC1=CC(=CC(=C1)C=1C=NN(C1)C)C(C)(C)O 2-(2-chlorophenyl)-N-(3-(2-hydroxypropan-2-yl)-5-(1-methyl-1H-pyrazol-4-yl)phenyl)acetamide